FC(C1CC(C1)(C#C)NC(OC(C)(C)C)=O)F tert-butyl (3-(difluoromethyl)-1-ethynylcyclobutyl)carbamate